CSSC=CC cis-methyl-1-propenyl disulphide